CC=C(C)C(=O)C(=CC)C (methyl isopropenyl) ketone